C[C@H]1N(C[C@@H]([C@H]([C@@H]1O)O)O)C[C@@H]1CN(CC1)C=1C=NC=CC1C (2R,3R,4R,5S)-2-methyl-1-(((R)-1-(4-methylpyridin-3-yl)pyrrolidin-3-yl)methyl)piperidin-3,4,5-triol